C(C)(C)(C)NC(CN1CC2(C1)CN(C2)CC2=NC1=C(N2)C(=CC(=C1)F)Cl)=O N-(tert-butyl)-2-(6-((7-chloro-5-fluoro-1H-benzo[d]imidazol-2-yl)methyl)-2,6-diazaspiro[3.3]hept-2-yl)acetamide